10-butyl-2-methoxy-10H-phenothiazine-3-carbaldehyde C(CCC)N1C2=CC=CC=C2SC=2C=C(C(=CC12)OC)C=O